FC1=CC=C(C=C1)C(C=CC1=CC=C(C=NN=C2SC(C(N2)=O)CC(=O)O)C=C1)=O [2-(4-[3-(4-Fluoro-phenyl)-3-oxo-propenyl]-benzylidene-hydrazono)-4-oxo-thiazolidin-5-yl]-acetic acid